(R)-2-(bis(4-methoxybenzyl)amino)-4-(hexane-3-ylamino)pyrimidine COC1=CC=C(CN(C2=NC=CC(=N2)N[C@H](CC)CCC)CC2=CC=C(C=C2)OC)C=C1